4-((2-(2-((6-Chlorohexyl)oxy)ethoxy)ethyl)carbamoyl)benzoic acid ClCCCCCCOCCOCCNC(=O)C1=CC=C(C(=O)O)C=C1